(2S,5S)-2-(1-(4-bromophenyl)-3-(4-fluorophenyl)-1H-pyrazol-4-yl)-3-(4-methoxybenzyl)-5-methyloxazolidin-4-one BrC1=CC=C(C=C1)N1N=C(C(=C1)[C@@H]1O[C@H](C(N1CC1=CC=C(C=C1)OC)=O)C)C1=CC=C(C=C1)F